lysine octadecanedicarboxylate salt C(CCCCCCCCCCCCCCCCC)(C(=O)O)C(=O)O.N[C@@H](CCCCN)C(=O)O